ClC1=CC=C(C=C1)C12CC3(CC(CC(C1)C3)C2)C(C)NCC=2SC=C(C2)C2=CC=CC=C2 {1-[3-(4-Chloro-phenyl)-adamantan-1-yl]-ethyl}-(4-phenyl-thiophen-2-ylmethyl)-amine